methyl 5-bromo-2-hydroxy-4-methoxy-benzoate BrC=1C(=CC(=C(C(=O)OC)C1)O)OC